C1(CC1)C1=C(C=C(C=C1)C(NC(=O)C1N(CC(C1)F)C(CC1=CN=NN1)=O)C1=CC=CC=C1)C N-[(4-cyclopropyl-3-methylphenyl)(phenyl)methyl]-4-fluoro-1-[2-(1H-1,2,3-triazol-5-yl)acetyl]pyrrolidine-2-carboxamide